BrC1=CC=C(S1)S(=O)(=O)N1CCC1 1-[(5-bromo-2-thienyl)sulfonyl]azetidine